(3-bromo-5-(methoxycarbonyl)phenyl)boronic acid BrC=1C=C(C=C(C1)C(=O)OC)B(O)O